C(CC#C)N1C(N(C=2N=C(N(C2C1=O)CC1=CC(=CC=C1)OC)NCCO)C)=O 1-(but-3-yn-1-yl)-8-((2-hydroxyethyl)amino)-7-(3-methoxybenzyl)-3-methyl-3,7-dihydro-1H-purine-2,6-dione